ClC1=C(C=C(C=2C(N3[C@@H](COC21)CN(CC3)C(C=C)=O)=O)O)C3=C(C=CC=C3O)F (12aR)-10-chloro-9-(2-fluoro-6-hydroxyphenyl)-7-hydroxy-2-(prop-2-enoyl)-1,2,3,4,12,12a-hexahydro-6H-pyrazino[2,1-c][1,4]benzooxazepin-6-one